CC1=C(C=CC=C1C1=CC=C(S1)C1=CC=C(CNCC(=O)O)C=C1)C1=CC=CC=C1 (4-(5-(2-methyl-[1,1'-biphenyl]-3-yl)thiophen-2-yl)benzyl)glycine